3-(3-(4-hydroxy-1,5-dimethyl-2-oxo-1,2-dihydropyridin-3-yl)ureido)-3-(3-phenoxyphenyl)propanoic acid OC1=C(C(N(C=C1C)C)=O)NC(NC(CC(=O)O)C1=CC(=CC=C1)OC1=CC=CC=C1)=O